ClC=1C(=NC=C(C1)C(F)(F)F)OC1=CC=C(C=C1)C1=CC=CC(=N1)CNCCN1C(NCC1)=O 1-(2-(((6-(4-((3-chloro-5-(trifluoromethyl)pyridin-2-yl)oxy)phenyl)pyridin-2-yl)methyl)amino)ethyl)imidazolidin-2-one